N'-(2,5-dimethyl-4-(methyl(3-(trifluoromethyl)phenyl)amino)phenyl)-N-ethyl-N-methylformimidamide CC1=C(C=C(C(=C1)N(C1=CC(=CC=C1)C(F)(F)F)C)C)N=CN(C)CC